C(C)(C)(C)OC(=O)N1CC2(C1)COC(OC2)CCN(CC2CCC(CC2)C)C2=CC=C(C=C2)C#N.BrC=2C=C(C=CC2)NC2=C(C(=O)N)C=CC=N2 2-((3-bromophenyl)amino)nicotinamide tert-butyl-7-(2-((4-cyanophenyl)(((1r,4r)-4-methylcyclohexyl)methyl)amino)ethyl)-6,8-dioxa-2-azaspiro[3.5]nonane-2-carboxylate